(3S,4S)-1-Cyclohexyl-4-{[5-(2,4,6-trifluoro-phenyl)-isoxazole-3-carbonyl]-amino}-piperidine-3-carboxylic acid ((1S,2R)-2-phenyl-cyclopropyl)-amide C1(=CC=CC=C1)[C@@H]1[C@H](C1)NC(=O)[C@H]1CN(CC[C@@H]1NC(=O)C1=NOC(=C1)C1=C(C=C(C=C1F)F)F)C1CCCCC1